Cl.NC1=C2C(=NC=N1)N(N=C2C2=CC=C(C=C2)OC2=CC=CC=C2)C2CCC(CC2)NC([C@H](CCC)NC)=O (S)-N-(4-(4-amino-(4-phenoxyphenyl)-1H-pyrazolo[3,4-d]pyrimidin-1-yl)cyclohexyl)-2-(methylamino)-pentanoic acid amide hydrochloride